C(C)(=O)OOC1=NN(C(=N1)C1=C(C=C(C=C1)Br)F)C1=C(C(=C(C=C1)F)C)F Methyl-{[5-(4-bromo-2-fluorophenyl)-1-(2,4-difluorophenyl)-1H-1,2,4-triazole-3-yl]oxy} acetate